ClC1=C(C=CC(=C1)O)C1(CN(C1)C=1C=C(C(=O)O)C=CN1)O 2-(3-(2-chloro-4-hydroxyphenyl)-3-hydroxyazetidin-1-yl)isonicotinic acid